Yttrium dihydroxyacetat OC(C(=O)[O-])O.[Y+3].OC(C(=O)[O-])O.OC(C(=O)[O-])O